(S,6S)-6-(methylamino)-N'-(tricyclo[6.2.0.03,6]deca-1,3(6),7-trien-2-ylcarbamoyl)-6,7-dihydro-5H-pyrazolo[5,1-b][1,3]oxazine-3-sulfonimidamide CN[C@H]1CN2C(OC1)=C(C=N2)[S@](=O)(N)=NC(NC2=C1CCC1=CC=1CCC21)=O